N1N=CC(=C1)C=1C=CC(=C(C1)O)C1=CC2=C(N=N1)C(=CN2)C=2CCNCC2 5-(1H-pyrazol-4-yl)-2-[7-(1,2,3,6-tetrahydropyridin-4-yl)-5H-pyrrolo[3,2-c]pyridazin-3-yl]phenol